N-(3-{6-azaspiro[2.5]octane-6-yl}-4-{4-[2-(4,4-difluoropiperidin-1-yl)-6-methylpyrimidin-4-yl]-5-methyl-1H-1,2,3-triazole-1-yl}phenyl)-2-hydroxyethane-1-sulfonamide C1CC12CCN(CC2)C=2C=C(C=CC2N2N=NC(=C2C)C2=NC(=NC(=C2)C)N2CCC(CC2)(F)F)NS(=O)(=O)CCO